CC(C)[C@@]1(C(=O)NC(=N1)C2=NC3=CC=CC=C3C=C2C(=O)[O-])C The molecule is a monocarboxylic acid anion resulting from the deprotonation of the carboxy group of (R)-imazaquin. It is a conjugate base of a (R)-imazaquin. It is an enantiomer of a (S)-imazaquin(1-).